ClC=1C=CC(=C(C1)C=1N=CN(C(C1)=O)[C@H]1CCC[C@H](C(NC=2C=NN(C2C=2C=CN=C1C2)C)=O)C)C=2OC=CN2 (9R,13S)-13-{4-[5-chloro-2-(1,3-oxazol-2-yl)phenyl]-6-oxo-1,6-dihydropyrimidin-1-yl}-3,9-dimethyl-3,4,7,15-tetraazatricyclo[12.3.1.02,6]Octadecan-1(18),2(6),4,14,16-pentaen-8-one